C(\C=C\C(=O)[O-])(=O)OC1(CCCC1)C1CCC(CC1)C(C)(C)C (4-tert-butylcyclohexyl)cyclopentyl fumarate